aminotri-butylstannane N[Sn](CCCC)(CCCC)CCCC